N-(cinnolin-4-yl)-1,1-diphenylmethanimine N1=NC=C(C2=CC=CC=C12)N=C(C1=CC=CC=C1)C1=CC=CC=C1